C(CC=O)(=O)O MALONALDEHYDIC ACID